methyl 4-([2-[(tert-butoxycarbonyl) amino] ethyl] amino)-6-chloropyrido[3,2-d]pyrimidine-8-carboxylate C(C)(C)(C)OC(=O)NCCNC=1C2=C(N=CN1)C(=CC(=N2)Cl)C(=O)OC